O=C1NC(CCC1N1C(C2=CC=C(C=C2C1)[C@H]1N(CCCC1)C(=O)OC(C)(C)C)=O)=O Tert-butyl (2S)-2-(2-(2,6-dioxopiperidin-3-yl)-1-oxoisoindolin-5-yl)piperidine-1-carboxylate